C1NCC2C3CCC(C12)O3 octahydro-1H-4,7-epoxyisoindole